ClC=1C(=NC=CC1C1=C(C(=CC=C1)NC1=NC=CC(=C1F)CNCCOC)Cl)C1=CC(=C(CNCC2CCC(N2)=O)C=C1)OC 5-(((4-(3-chloro-4-(2-chloro-3-((3-fluoro-4-(((2-methoxyethyl)amino)methyl)pyridin-2-yl)amino)phenyl)pyridin-2-yl)-2-methoxybenzyl)amino)methyl)pyrrolidin-2-one